tert-butyl 4-(5-(3-((5-cyano-4-(4-fluorophenyl)thiazol-2-yl)(methyl)amino)-2-ethylimidazo[1,2-a]pyridin-6-yl)pyrimidin-2-yl)piperazine-1-carboxylate C(#N)C1=C(N=C(S1)N(C1=C(N=C2N1C=C(C=C2)C=2C=NC(=NC2)N2CCN(CC2)C(=O)OC(C)(C)C)CC)C)C2=CC=C(C=C2)F